C(CC)C(C(=O)O)(CCCCCC)CCC 2,2-dipropyloctanoic acid